(l)-N,N-Dimethyl-1-(2-decyloxy-5-ethyl-3-methoxyphenyl)methanamin-N-oxid C[N+](CC1=C(C(=CC(=C1)CC)OC)OCCCCCCCCCC)(C)[O-]